FC(C1=C(OC=2C(N(C=CC2Br)C)=O)C(=CC=C1)C(F)(F)F)(F)F 3-(2,6-bis(trifluoromethyl)phenoxy)-4-bromo-1-methylpyridin-2(1H)-one